1,2-bis-(9Z-octadecenyl)-sn-glycero-3-phosphate C(=CCCCCCCCCCCCCCCCC)OC[C@@H](OC=CCCCCCCCCCCCCCCCC)COP(=O)(O)O